OC1(C(CN(CC1)C(=O)OC(C)(C)C)(C)C)CN1C(C=C(C(=C1)C(N(C)C(C)C)=O)C1=CC=CC=C1)=O tert-butyl 4-hydroxy-4-((5-(isopropyl (methyl) carbamoyl)-2-oxo-4-phenylpyridin-1(2H)-yl) methyl)-3,3-dimethylpiperidine-1-carboxylate